BrC1=CC=C2C=3C(C4=C(C(C3NC2=C1)(C)C)C=C(C(=C4)Cl)N4CCC(CC4)N4CCN(CC4)C)=O 3-bromo-9-chloro-6,6-dimethyl-8-(4-(4-methylpiperazine-1-yl)piperidin-1-yl)-5,6-dihydro-11H-benzo[b]carbazol-11-one